BrC1=C(C(=NC=C1)C)F 4-Bromo-3-fluoro-2-methylpyridine